ClC=1N=C(C2=C(N1)C(=C(N=C2)Cl)F)N2[C@H]1[C@@H]([C@H]1CCCCC2)F 2,7-Dichloro-8-fluoro-4-((1R,8S,9R)-9-fluoro-2-azabicyclo[6.1.0]nonan-2-yl)pyrido[4,3-d]pyrimidine